C(CCC)OC1=CC(=C(N)C=C1OCC1=C(C(=CC=C1OC)F)F)F 4-butoxy-5-((2,3-difluoro-6-methoxybenzyl)oxy)-2-fluoroaniline